FC=1C=C(C=C(C1)F)NC1=NS(C2=C1C=CC(=C2)OC)(=O)=O 3-((3,5-difluorophenyl)amino)-6-methoxy-benzo[d]isothiazole 1,1-dioxide